3-[(1R)-1-(4-ethyl-2-imino-4-methyl-6-oxo-hexahydropyrimidin-1-yl)-3-methoxy-propyl]-N-[(1R,2R)-2-hydroxy-2-methyl-indan-1-yl]benzamide C(C)C1(NC(N(C(C1)=O)[C@H](CCOC)C=1C=C(C(=O)N[C@H]2[C@](CC3=CC=CC=C23)(C)O)C=CC1)=N)C